6-(((6aS)-5-((allyloxy)carbonyl)-2-methoxy-12-oxo-6-((tetrahydro-2H-pyran-2-yl)oxy)-8-(thiophen-3-yl)-5,6,6a,7,10,12-hexahydrobenzo[e]pyrido[1,2-a][1,4]diazepin-3-yl)oxy)hexanoic acid C(C=C)OC(=O)N1C([C@H]2N(C(C3=C1C=C(C(=C3)OC)OCCCCCC(=O)O)=O)CC=C(C2)C2=CSC=C2)OC2OCCCC2